ClC1=C(C=C(OCCCN2C(=C(C(=C2C)S(=O)(=O)C2=NC=CC=C2)C)C(=O)O)C=C1C)C 1-(3-(4-chloro-3,5-dimethylphenoxy)propyl)-3,5-dimethyl-4-(pyridin-2-ylsulfonyl)-1H-pyrrole-2-carboxylic acid